N1N=CC=CC=C1 [1,2]diazepine